COCCCN methyl(3-aminopropyl) ether